4-((3-chlorophenyl)amino)quinazolin ClC=1C=C(C=CC1)NC1=NC=NC2=CC=CC=C12